[(2S,2R)-3-amino-2-hydroxy-4-phenylbutanoyl]-L-leucine NC([C@@H](C(=O)N[C@@H](CC(C)C)C(=O)O)O)CC1=CC=CC=C1